BrC=1C=2N(C=CC1)C(=C(N2)C)C(\C=C\C2=CC=C(C=C2)OC)=O (E)-1-(8-bromo-2-methylimidazo[1,2-a]pyridin-3-yl)-3-(4-methoxyphenyl)prop-2-en-1-one